sodium 4-aminobenzene phosphate P(=O)([O-])([O-])[O-].NC1=CC=CC=C1.[Na+].[Na+].[Na+]